FC1=CC=C(C=C1)C1N(CCC2=CC=CC=C12)C(=O)N(CC1CCNCC1)C 1-(4-fluorophenyl)-N-methyl-N-(piperidin-4-ylmethyl)-3,4-dihydroisoquinoline-2(1H)-carboxamide